N-((1s,4s)-4-((5-(1-(2,2-difluoroethyl)-4-fluoro-2-methyl-1H-benzo[d]imidazol-6-yl)-4-methoxypyrrolo[2,1-f][1,2,4]triazin-2-yl)amino)cyclohexyl)acetamide FC(CN1C(=NC2=C1C=C(C=C2F)C=2C=CN1N=C(N=C(C12)OC)NC1CCC(CC1)NC(C)=O)C)F